Cl.NCCN1C2=C(C=C1C(=O)OCC)CC(C2)(C)C Ethyl 1-(2-Aminoethyl)-5,5-dimethyl-1,4,5,6-tetrahydrocyclopenta[b]pyrrole-2-carboxylate hydrochloride